O=C(CNC(OC(C)(C)C)=O)NC=1SC=C(N1)C1=CC(=CC=C1)OCC1COCC1 tert-butyl N-[2-oxo-2-[[4-[3-(tetrahydrofuran-3-ylmethoxy)phenyl]thiazol-2-yl]amino]ethyl]carbamate